(4S,5R)-2-(4-tert-butyl-2-ethoxy-phenyl)-4,5-bis(4-chlorophenyl)-4,5-dihydro-1H-imidazole C(C)(C)(C)C1=CC(=C(C=C1)C=1N[C@@H]([C@@H](N1)C1=CC=C(C=C1)Cl)C1=CC=C(C=C1)Cl)OCC